tert-butyl (2-(1-ethyl-2,6-dioxopiperidin-3-yl)-1-oxoisoindolin-4-yl)carbamate C(C)N1C(C(CCC1=O)N1C(C2=CC=CC(=C2C1)NC(OC(C)(C)C)=O)=O)=O